4-(2-methoxyethyl)-4H-1,2,4-triazole COCCN1C=NN=C1